CN1N=NC(=C1NC(O[C@H](CF)C1=CC=CC=C1)=O)C=1C=CC2=C(OCC(N2)=O)N1 (S)-2-fluoro-1-phenylethyl (1-methyl-4-(2-oxo-2,3-dihydro-1H-pyrido[2,3-b][1,4]-oxazin-6-yl)-1H-1,2,3-triazol-5-yl)-carbamate